ClC1=C(C=CC=C1)CCS(=O)(=O)Cl 2-(2-chlorophenyl)ethane-1-sulfonyl chloride